4-[(2Z)-3-(dimethylamino)prop-2-enoyl]-4-vinylpiperidine-1-carboxylic acid tert-butyl ester C(C)(C)(C)OC(=O)N1CCC(CC1)(C=C)C(\C=C/N(C)C)=O